C(C)(C)(C)NC[C@H](O)C=1C(=C(C=CC1)O)F (R)-3-(2-(tert-butylamino)-1-hydroxyethyl)-2-fluorophenol